C(C)OC(=O)C1=NN(C(=C1)C(=O)OCC)C1CN(C1)C1=CC(=C2C(C(=CN(C2=N1)C1=NC=NS1)C(=O)O)=O)C 7-{3-[3,5-bis(ethoxycarbonyl)-1H-pyrazol-1-yl]azetidin-1-yl}-5-methyl-4-oxo-1-(1,2,4-thiadiazol-5-yl)-1,4-dihydro-1,8-naphthyridine-3-carboxylic acid